O=S1(CCC(CC1)COC1=C2C(=NC(=C1)C1=CN(C3=CN=C(C=C31)NC(C)=O)C)C3(OCC2)COCC3)=O N-(3-(4'-((1,1-dioxidotetrahydro-2H-thiopyran-4-yl)methoxy)-4,5,5',6'-tetrahydro-2H-spiro[furan-3,8'-pyrano[3,4-b]pyridin]-2'-yl)-1-methyl-1H-pyrrolo[2,3-c]pyridin-5-yl)acetamide